ClC1=CC=C(C=C1)CNCC(=O)O N-(4-Chlorophenylmethyl)glycin